phenyl(dimethylfluorenyl)(biphenylyl)[phenyl(dimethylfluorenyl)triazinyl]dibenzothiophene C1(=CC=CC=C1)C1=C(C(=C(C2=C1SC1=C2C=CC=C1)C1=NN=NC(=C1C1=C(C(=CC=2C3=CC=CC=C3CC12)C)C)C1=CC=CC=C1)C1=C(C=CC=C1)C1=CC=CC=C1)C1=C(C(=CC=2C3=CC=CC=C3CC12)C)C